Cl.NC(C)C1=CC(=NC=C1)N 4-(1-Aminoethyl)pyridin-2-amine hydrochloride